(2S)-4-(2-aminophenyl)-2-[[(tert-butoxy)carbonyl]amino]-4-oxobutanoic acid NC1=C(C=CC=C1)C(C[C@@H](C(=O)O)NC(=O)OC(C)(C)C)=O